bis(((R)-3-(3-fluoro-4-(6-(2-methyl-2H-tetrazol-5-yl) pyridin-3-yl) phenyl)-2-oxooxazolidin-5-yl) methyl) hydrogen phosphate P(=O)(OC[C@H]1CN(C(O1)=O)C1=CC(=C(C=C1)C=1C=NC(=CC1)C=1N=NN(N1)C)F)(OC[C@H]1CN(C(O1)=O)C1=CC(=C(C=C1)C=1C=NC(=CC1)C=1N=NN(N1)C)F)O